NC=1C=NC2=C(C(=NC=C2C1N1CCN(CC1)C(=O)OC(C)(C)C)Br)F tert-butyl 4-(3-amino-7-bromo-8-fluoro-1,6-naphthyridin-4-yl)piperazine-1-carboxylate